3-bromo-5-(2,2-difluoroethoxy)pyridine BrC=1C=NC=C(C1)OCC(F)F